CC1CCC(CC1)NC(=O)C1=CC=C(C=C1)C1=C(C(=O)N)C=CC=N1 (4-((4-methylcyclohexyl)carbamoyl)phenyl)nicotinamide